FC1=CC=C(C=C1)[C@](C)(N)C=1C=NC(=NC1)N1CCN(CC1)C1=NC=NN2C1=CC(=C2)B2OC(C(O2)(C)C)(C)C (S)-1-(4-fluorophenyl)-1-(2-(4-(6-(4,4,5,5-tetramethyl-1,3,2-dioxaborolan-2-yl)pyrrolo[2,1-f][1,2,4]triazin-4-yl)piperazin-1-yl)pyrimidin-5-yl)ethanamine